Ethyl 2-(2,5-dimethyl-8-oxo-5,6-dihydrothiazolo[5',4':4,5]pyrrolo[1,2-a]pyrazin-7(8H)-yl)acetate CC=1SC=2C=C3N(C(CN(C3=O)CC(=O)OCC)C)C2N1